4-(3,5-dichlorophenyl)-1-(4-(3,5-dimethylisoxazol-4-yl)-5-(isopropylthio)thiazol-2-yl)-3-methyl-1H-pyrazole-5-carboxylic acid ClC=1C=C(C=C(C1)Cl)C=1C(=NN(C1C(=O)O)C=1SC(=C(N1)C=1C(=NOC1C)C)SC(C)C)C